C1(CC1)C=1C=C(C(=O)N=C2NCCN2)C=CC1NC1=CC(=CC(=C1)C(NC(C)C)=O)F 3-cyclopropyl-4-({3-fluoro-5-[(propan-2-yl)carbamoyl]phenyl}amino)-N-[(2Z)-imidazolidin-2-ylidene]benzamide